FC(C(=O)O)(F)F.CC=1C=NN(C1C1CCNC2CC12)C1COC1 5-(4-methyl-1-(oxetan-3-yl)-1H-pyrazol-5-yl)-2-azabicyclo[4.1.0]heptane trifluoroacetate salt